N1(CCCCC1)C1=CC(=CN=N1)SC=1C=C(C#N)C=CC1 3-(6-piperidin-1-ylpyridazin-4-yl)sulfanyl-benzonitrile